C(C)(C)NC1=C(C=NC2=C1NC=1C=C(C=CC21)C#N)C=2N=NN(C2)C2CCNCC2 4-(isopropylamino)-3-[1-(piperidin-4-yl)-1H-1,2,3-triazol-4-yl]-5H-pyrido[3,2-b]indole-7-carbonitrile